C(C)(C)(C)OC(=O)N[C@@H]1C[C@@H](CC12CCN(CC2)C(=O)OC(C)(C)C)OC(COS(=O)(=O)C2=CC=C(C=C2)C)CO tert-butyl (2R,4R)-4-(tert-butoxycarbonylamino)-2-[1-(hydroxymethyl)-2-(p-tolylsulfonyloxy)ethoxy]-8-azaspiro[4.5]decane-8-carboxylate